(S)-1-(3-Cyano-6-methyl-4-(trifluoromethyl)pyridin-2-yl)-N-methyl-N-(1-methyl-1H-pyrrolo[2,3-b]pyridin-6-yl)pyrrolidine-2-carboxamide C(#N)C=1C(=NC(=CC1C(F)(F)F)C)N1[C@@H](CCC1)C(=O)N(C1=CC=C2C(=N1)N(C=C2)C)C